C1(CCC1)COC(=O)NC (Cyclobutylmethyl)(methyl)aminocarboxylate